2-methyl-9,10-bis(n-hexyloxy)anthracene CC1=CC2=C(C3=CC=CC=C3C(=C2C=C1)OCCCCCC)OCCCCCC